1-(4-chlorophenyl)-2-hydroxy-2-methylpropane-1-one ClC1=CC=C(C=C1)C(C(C)(C)O)=O